2-(3,4-Dihydroisoquinolin-2(1H)-yl)-4-hydroxycyclopentyl pivalate C(C(C)(C)C)(=O)OC1C(CC(C1)O)N1CC2=CC=CC=C2CC1